5-(5-(2-methyl-5,6,7,8-tetrahydroimidazo[1,2-a]pyrazine-7-carbonyl)-1H-pyrrolo[2,3-b]pyridin-3-yl)-N-(pyridin-3-yl)pyrazolo[1,5-a]pyridine-3-carboxamide CC=1N=C2N(CCN(C2)C(=O)C=2C=C3C(=NC2)NC=C3C3=CC=2N(C=C3)N=CC2C(=O)NC=2C=NC=CC2)C1